BrC=1C2=C(C(N(C1)C)=O)N(C(=C2)C(=O)OC)S(=O)(=O)C2=CC=C(C)C=C2 Methyl 4-bromo-6-methyl-7-oxo-1-tosyl-6,7-dihydro-1H-pyrrolo[2,3-c]pyridine-2-carboxylate